1,1,2,2-tetrachloroethanol ClC(C(Cl)Cl)(O)Cl